BrC=1C(=C(C=CC1C(F)(F)F)C[C@@H](C(=O)OC)NC(=O)OC(C)(C)C)O methyl (2S)-3-[3-bromo-2-hydroxy-4-(trifluoromethyl)phenyl]-2-[(tert-butoxycarbonyl)amino]propanoate